C1(CC1)C(=O)N1[C@H]([C@H]([C@H](C1)F)NS(=O)(=O)C1CC1)CC=1C(=C(C=CC1)C1=C(C(=CC=C1)F)F)F N-{(2S,3R,4S)-1-(cyclopropanecarbonyl)-4-fluoro-2-[(2,2',3'-trifluoro[1,1'-biphenyl]-3-yl)methyl]pyrrolidin-3-yl}cyclopropanesulfonamide